3-methoxymethyl-1,2-dimethylimidazolinium COCN1C([NH+](CC1)C)C